2-(1-(tert-Butoxycarbonyl)piperidin-4-yl)-4-methoxybenzo[d]Thiazole-6-carboxylic acid methyl ester COC(=O)C1=CC2=C(N=C(S2)C2CCN(CC2)C(=O)OC(C)(C)C)C(=C1)OC